FC1=CC=C(CC=2C=NN(C2)C(=O)N[C@@H]2C(N(C3=C(OC2)C=CC(=C3)N3CC2(C3)CCOCC2)C)=O)C=C1 (S)-4-(4-fluorobenzyl)-N-(5-methyl-4-oxo-7-(7-oxa-2-azaspiro[3.5]non-2-yl)-2,3,4,5-tetrahydrobenzo[b][1,4]oxazepin-3-yl)-1H-pyrazole-1-carboxamide